C(C)(C)(C)NS(=O)(=O)C1=CC(=CC=C1)NC1=NC(=NC=C1C)NC1=CC=C(C=C1)C1CCN(CC1)CC=1C=C2C(N(C(C2=CC1)=O)C1C(NC(CC1)=O)=O)=O N-(tert-butyl)-3-((2-((4-(1-((2-(2,6-dioxopiperidin-3-yl)-1,3-dioxoisoindolin-5-yl)methyl)piperidin-4-yl)phenyl)amino)-5-methylpyrimidin-4-yl)amino)benzenesulfonamide